N12CCC(CC1)CC2 Quinuclidin